N-(4-(4-(trifluoromethyl)phenyl)oxazol-2-yl)morpholine-4-carboxamide FC(C1=CC=C(C=C1)C=1N=C(OC1)NC(=O)N1CCOCC1)(F)F